trisodium aminotriacetate C(C(=O)[O-])N(CC(=O)[O-])CC(=O)[O-].[Na+].[Na+].[Na+]